C(#N)C1=CN(C2=CC=C(C=C12)N1N=CC(=C1)C(=O)OC)C(C)C methyl 1-(3-cyano-1-isopropyl-1H-indol-5-yl)-1H-pyrazole-4-carboxylate